N[C@@H](CC1=CNC2=CC=CC=C12)C(=O)[O-].C(CCC)N1C=[N+](C=C1)C 1-butyl-3-methylimidazolium tryptophan salt